(difluoromethyl)-3-(methylsulfonyl)benzoic acid FC(F)C1=C(C(=O)O)C=CC=C1S(=O)(=O)C